1-(3,5-difluoro-4-(1-(2-((trifluoromethyl)thio)ethyl)-1,2,3,6-tetrahydropyridin-4-yl)phenyl)-3-(5-fluoro-1H-indol-3-yl)urea FC=1C=C(C=C(C1C=1CCN(CC1)CCSC(F)(F)F)F)NC(=O)NC1=CNC2=CC=C(C=C12)F